BrCC(C)O 1-bromopropan-2-ol